C(C)(C)(C)C1N(CCCN(C1)CC(NC1=NC=CC(=C1)NC1=C(N=NC(=C1)C1=C(C=CC(=C1)Cl)F)C)=O)C(=O)OCCCO[Si](C)(C)C(C)(C)C 3-[tert-butyl-(dimethyl)silyl]oxypropan-1-ol tert-butyl-4-{[(4-{[6-(5-chloro-2-fluorophenyl)-3-methylpyridazin-4-yl]amino}pyridin-2-yl)carbamoyl]methyl}-1,4-diazepane-1-carboxylate